NC=1C=C(C=C(C1)C(F)(F)F)[C@@H](C)NC=1C2=C(N=CN1)N(C(C(=C2)C=2CCN(CC2)C(=O)OC(C)(C)C)=O)C tert-butyl 4-[4-[[(1R)-1-[3-amino-5-(trifluoromethyl)phenyl]ethyl]amino]-8-methyl-7-oxo-pyrido[2,3-d]pyrimidin-6-yl]-3,6-dihydro-2H-pyridine-1-carboxylate